N1C(=CC2=NC=CC=C21)CNC(OC(C)(C)C)=O tert-butyl ((1H-pyrrolo[3,2-b]pyridin-2-yl)methyl)carbamate